COCCCOC=1C=C(CO)C=CC1OC 3-(3-methoxypropoxy)-4-methoxybenzyl alcohol